OC1CC(C1)CCN(CCCCCCC(C(=O)N(CCCCCCCCCC)CCCCCCCCCC)F)CCCCCCC(C(=O)N(CCCCCCCCCC)CCCCCCCCCC)F 8,8'-((2-((1s,3r)-3-hydroxycyclobutyl)ethyl)azanediyl)bis(N,N-didecyl-2-fluorooctanamide)